Sec-octyl mercaptan C(C)(CCCCCC)S